dimethyl-2,5-bis(tert-butylperoxy)hexyne CC(C#CC(C)(OOC(C)(C)C)C)(C)OOC(C)(C)C